(4-{4-[4-(diphenyl-1,3,5-triazin-2-yl)phenyl]naphthalen-1-yl}phenyl)benzonitrile C1(=CC=CC=C1)C1=NC(=NC(=N1)C1=CC=C(C=C1)C1=CC=C(C2=CC=CC=C12)C1=CC=C(C=C1)C1=C(C#N)C=CC=C1)C1=CC=CC=C1